FC1=CC=C(C=C1)C1(CN(C1)C(=O)N)CNC1=CC=CC=2N1C=C(N2)C(F)(F)F 3-(4-fluorophenyl)-3-(((2-(trifluoromethyl)imidazo[1,2-a]pyridin-5-yl)amino)methyl)azetidine-1-carboxamide